ethyl 2-(3-(3,3-difluorocyclobutyl)-5-(2-(3,3-difluorocyclobutyl)acetamido)-4-methyl-1H-pyrazol-1-yl)acetate FC1(CC(C1)C1=NN(C(=C1C)NC(CC1CC(C1)(F)F)=O)CC(=O)OCC)F